8-methyl-2-[4-(4-methylpiperazin-1-yl)anilino]-6-(4-prop-2-enylpiperazin-1-yl)pyrido[2,3-d]pyrimidin-7-one CN1C(C(=CC2=C1N=C(N=C2)NC2=CC=C(C=C2)N2CCN(CC2)C)N2CCN(CC2)CC=C)=O